FC=1C(=C(C=C2C=CC(=CC12)C=1C=NN(C1)CCN1CCC(CC1)C1=CC2=C(N(C(N2C)=O)C2C(NC(CC2)=O)=O)C=C1)O)N1S(NC(C1)=O)(=O)=O 3-[5-[1-[2-[4-[8-fluoro-6-hydroxy-7-(1,1,4-trioxo-1,2,5-thiadiazolidin-2-yl)-2-naphthyl]pyrazol-1-yl]ethyl]-4-piperidyl]-3-methyl-2-oxo-benzimidazol-1-yl]piperidine-2,6-dione